N-(4-(Benzo[d][1,3]dioxol-5-ylamino)-2-(naphthalen-1-yl)quinazolin-6-yl)-3,4,5-trimethoxybenzamide O1COC2=C1C=CC(=C2)NC2=NC(=NC1=CC=C(C=C21)NC(C2=CC(=C(C(=C2)OC)OC)OC)=O)C2=CC=CC1=CC=CC=C21